NC=1C=CC(=NC1)C(C(F)(F)C1=CC=C(C=C1)Cl)=O 1-(5-Aminopyridin-2-yl)-2-(4-chlorophenyl)-2,2-difluoroethane-1-one